6-(4-chloro-3-ethyl-3H-imidazo[4,5-c]pyridin-6-yl)-1-((1s,3s)-3-(3,3-dimethylazetidin-1-yl)cyclobutyl)-3,3-dimethylindolin-2-one ClC1=NC(=CC2=C1N(C=N2)CC)C2=CC=C1C(C(N(C1=C2)C2CC(C2)N2CC(C2)(C)C)=O)(C)C